2-Oxo-2-[rac-(2S,5R)-5-methyl-2-(2-methylpyrazol-3-yl)-1-piperidyl]acetamide O=C(C(=O)N)N1[C@@H](CC[C@H](C1)C)C=1N(N=CC1)C |r|